ClC=1C=C2C(=NC(=NC2=C(C1C1=CC(=CC2=CC=CC=C12)O)F)N1CC(C1)N(C)C)C1(CNC1)C(=O)N 3-(6-chloro-2-(3-(dimethylamino)azetidin-1-yl)-8-fluoro-7-(3-hydroxynaphthalen-1-yl)quinazolin-4-yl)azetidine-3-carboxamide